Nonane-5-carboxylate CCCCC(CCCC)C(=O)[O-]